1-(2-(2-(tert-butyldimethylsilyloxy)ethylamino)ethyl)pyridin-2(1H)-one [Si](C)(C)(C(C)(C)C)OCCNCCN1C(C=CC=C1)=O